methoxybenzyl-imidazole COC=1N=C(NC1)CC1=CC=CC=C1